O(N)C1=CC(=CC(=C1)ON)ON 1,3,5-triaminoxybenzene